C(#N)C1=CC=C(C=C1)OCC(C)(C)COC1=CC=C(C=C1)C#N 2,2-bis(4-cyanophenyloxymethyl)propane